ClC1=C(C=CC=C1)[N+]1=CC2=CC=CC=C2C=C1 N-(o-chlorophenyl)isoquinolinium